3,5-di-tert-butyl-4-hydroxybenzylphosphonic acid monoethyl ester calcium salt [Ca+2].C(C)OP([O-])(=O)CC1=CC(=C(C(=C1)C(C)(C)C)O)C(C)(C)C.C(C)(C)(C)C=1C=C(CP(OCC)([O-])=O)C=C(C1O)C(C)(C)C